C1(=CC=C(C=C1)NC(=O)C=1C(NC=CC1NC1=C(C2=C(OCCN2)N=C1)C)=O)C1=CC=CC=C1 N-([1,1'-biphenyl]-4-yl)-4-((8-methyl-2,3-dihydro-1H-pyrido[2,3-b][1,4]oxazin-7-yl)amino)-2-oxo-1,2-dihydropyridine-3-carboxamide